2-{[5-(4,4,5,5-tetramethyl-1,3,2-dioxaborolan-2-yl)pyridin-2-yl]oxy}ethan-1-ol CC1(OB(OC1(C)C)C=1C=CC(=NC1)OCCO)C